FC=1C(=NC(=C(C1)F)C1=CN=C2N1C=CC(=C2)C2=NN=C(N2)C(F)(F)F)N[C@H]2CN(CCC2)C(=O)OC(C)(C)C (R)-tert-butyl 3-((3,5-difluoro-6-(7-(5-(trifluoromethyl)-4H-1,2,4-triazol-3-yl)imidazo[1,2-a]pyridin-3-yl)pyridin-2-yl)amino)piperidine-1-carboxylate